3-(4-((4-Aminobutyl)amino)-1-oxo-isoindolin-2-yl)piperidine-2,6-dione hydrochloride Cl.NCCCCNC1=C2CN(C(C2=CC=C1)=O)C1C(NC(CC1)=O)=O